9,10-bis(2-naphthalenyl)-2-tert-butylanthracene C1=C(C=CC2=CC=CC=C12)C=1C2=CC=CC=C2C(=C2C=CC(=CC12)C(C)(C)C)C1=CC2=CC=CC=C2C=C1